2,2-dichloroethyl sulfide ClC(CSCC(Cl)Cl)Cl